C(C)OC(=O)C=1N=C2N(C=C(C=C2)C(F)(F)F)C1S(=O)(=O)CC 3-ethylsulfonyl-6-(trifluoromethyl)imidazo[1,2-a]Pyridine-2-carboxylic acid ethyl ester